FC(/C(=C/C(=O)O)/C1=CC=CC=C1)(F)F (E)-4,4,4-trifluoro-3-phenylbut-2-enoic acid